isobutyl 3-fluoro-α-cyanocinnamate FC=1C=C(C=C(C(=O)OCC(C)C)C#N)C=CC1